COC1=CC=C2C(=NC(=NC2=C1)N(C1CC2CCC(C1)N2C(=O)OC(C)(C)C)C)NC2=NNC(=C2)C tert-butyl (3-exo)-3-((7-methoxy-4-((5-methyl-1H-pyrazol-3-yl) amino) quinazolin-2-yl) (methyl) amino)-8-azabicyclo[3.2.1]octane-8-carboxylate